F[B-](F)(F)F.[Li+] Lithium tetrafluoro-borate